FC1CC(N(C1)C(=O)[O-])C(=O)[O-] 4-fluoropyrrolidine-1,2-dicarboxylate